COC(=O)C=1C=NC=2NC(CCC2C1)(C1=CC=CC=C1)C 7-Methyl-7-phenyl-5,6,7,8-tetrahydro-1,8-naphthyridine-3-carboxylic acid methyl ester